neodymium oleyl (oleylphosphonate) phosphonate P([O-])([O-])=O.C(CCCCCCC\C=C/CCCCCCCC)P(OCCCCCCCC\C=C/CCCCCCCC)([O-])=O.[Nd+3]